(2R,3S)-1-((2-((5-((4,4-Difluorocyclohexyl)amino)pentyl)oxy)-4-methylphenyl)sulfonyl)-3-fluoropyrrolidine-2-carboxylic acid FC1(CCC(CC1)NCCCCCOC1=C(C=CC(=C1)C)S(=O)(=O)N1[C@@H]([C@H](CC1)F)C(=O)O)F